Pentafluorophenyl diethoxy phosphate P(=O)(OC1=C(C(=C(C(=C1F)F)F)F)F)(OOCC)OOCC